CC(CNC(=O)N)C(=O)[O-] The molecule is a monocarboxylic acid anion that is the conjugate base of 3-ureidoisobutyric acid, obtained by deprotonation of the carboxy group. It is a conjugate base of a 3-ureidoisobutyric acid.